CC1=CC(=NO1)C(CN1[C@@H](CCN2C1=NC(=CC2=O)N2[C@@H](COCC2)C)C(F)(F)F)=O (S)-9-[2-(5-Methyl-isoxazol-3-yl)-2-oxo-ethyl]-2-((R)-3-methyl-morpholin-4-yl)-8-trifluoromethyl-6,7,8,9-tetrahydro-pyrimido[1,2-a]-pyrimidin-4-one